NC1=NC=CC=2N1C(=NC2C2CN(CC2)C(C#CC)=O)C2=CC=C(C=C2)OC2=NC=CC=C2F 1-(3-(5-amino-3-(4-((3-fluoropyridin-2-yl)oxy)phenyl)imidazo[1,5-c]pyrimidin-1-yl)pyrrolidin-1-yl)but-2-yn-1-one